(dimethylcarbamoyl)piperidine CN(C(=O)N1CCCCC1)C